Glycerol Mono-acetoacetate C(CC(=O)C)(=O)OCC(O)CO